FC=1C=C2C(=C(NC2=C(C1)F)C1=CC=C(C=C1)F)CCCNC([O-])=O [3-[5,7-difluoro-2-(4-fluorophenyl)-1H-indol-3-yl]propyl]-carbamate